2-([5-(3-Cyclopropoxyphenyl)-1-(1H-indazol-7-yl)-1H-pyrazol-3-yl]Methoxy)-2-methylpropanoic acid C1(CC1)OC=1C=C(C=CC1)C1=CC(=NN1C=1C=CC=C2C=NNC12)COC(C(=O)O)(C)C